N,6-dimethyl-5-(4-((3-methyl-2,4-dioxo-5-vinyl-1,2,3,4-tetrahydroquinazolin-7-yl)methyl)piperazin-1-yl)pyridineamide CNC(=O)C1=NC(=C(C=C1)N1CCN(CC1)CC1=CC(=C2C(N(C(NC2=C1)=O)C)=O)C=C)C